Cl.Cl.Cl.NCCCCNCCCNCCCC1=CC=C(C=C1)C=1OC2=C(C(=CC=C2C(C1)=O)O)O 2-(4-(3-((3-((4-Aminobutyl)amino)propyl)amino)propyl)phenyl)-7,8-dihydroxy-4H-chromen-4-one trihydrochloride